C(C=C)C1=C(C(NC(N1)=O)=O)N allyl-aminouracil